tert-butyl (E)-(2-(((2-butylimidazo[1,2-b]pyridazin-6-yl)oxy)methyl)-3-fluoroallyl)carbamate C(CCC)C=1N=C2N(N=C(C=C2)OC\C(\CNC(OC(C)(C)C)=O)=C\F)C1